ethyl 3-(2,4-dichlorophenyl)-3-oxopropionate ClC1=C(C=CC(=C1)Cl)C(CC(=O)OCC)=O